FC(C(=O)O)(F)F.NCCC1CN(C1)C1=C(C=NC2=CC(=CC=C12)OC)C#N 4-(3-(2-aminoethyl)azetidin-1-yl)-7-methoxyquinoline-3-carbonitrile 2,2,2-trifluoroacetate